2-(6-(4-(1-(4-chloro-3-fluorophenyl)-3,3-dimethyl-2,3-dihydro-1H-pyrrolo[3,2-b]pyridine-5-carbonyl)-3,3-dimethylpiperazin-1-yl)pyridin-3-yl)-2-methylpropanoic acid ClC1=C(C=C(C=C1)N1CC(C2=NC(=CC=C21)C(=O)N2C(CN(CC2)C2=CC=C(C=N2)C(C(=O)O)(C)C)(C)C)(C)C)F